4-cyclopropyl-3-nitropyridin-2-ol C1(CC1)C1=C(C(=NC=C1)O)[N+](=O)[O-]